2-(4-fluorophenyl)-3,4-dihydroisoquinolin-1(2H)-one FC1=CC=C(C=C1)N1C(C2=CC=CC=C2CC1)=O